CN1C=NC2=C1C=NC(=C2)NN (3-methylimidazo[4,5-c]pyridin-6-yl)hydrazine